FC=1C=C(C=CC1F)N1C=2C=C3C=NN(C3=NC2C(=C1C(C)C)I)C(C(C)(C)C)=O 1-[10-(3,4-difluorophenyl)-12-iodo-11-isopropyl-2,4,5,10-tetrazatricyclo[7.3.0.03,7]dodeca-1(9),2,5,7,11-pentaen-4-yl]-2,2-dimethyl-propan-1-one